((1-Cyanopyrrolidin-3-yl)methyl)-6-(1-methyl-1H-pyrazol-4-yl)imidazo[1,2-a]pyridine-2-carboxamide C(#N)N1CC(CC1)CC1=C(N=C2N1C=C(C=C2)C=2C=NN(C2)C)C(=O)N